2-(Furan-2-yl)-N5-(4-(2-(2-methoxyethoxy)ethoxy)phenethyl)-[1,2,4]triazolo[1,5-a][1,3,5]triazine-5,7-diamine O1C(=CC=C1)C1=NN2C(N=C(N=C2N)NCCC2=CC=C(C=C2)OCCOCCOC)=N1